C12CN(CC2C1)C1=CC(=C(C=C1)NC=1C=CC2=C(OCC(N2)=O)C1)C 7-((4-(3-Azabicyclo[3.1.0]hex-3-yl)-2-methylphenyl)amino)-2H-benzo[b][1,4]oxazin-3(4H)-one